1-isopropyl-4-(4,4,5,5-tetramethyl-1,3,2-dioxaborolan-2-yl)-3,6-dihydro-2H-pyridine C(C)(C)N1CCC(=CC1)B1OC(C(O1)(C)C)(C)C